1-(3-chlorophenyl)-3-(isoquinolin-4-yl)-2-oxoimidazoline-4-carbonitrile ClC=1C=C(C=CC1)N1C(N(C(C1)C#N)C1=CN=CC2=CC=CC=C12)=O